(2S,3S)-N-(3-bromo-4,5-difluorophenyl)-2-methylpyrrolidine-3-carboxamide hydrochloride Cl.BrC=1C=C(C=C(C1F)F)NC(=O)[C@@H]1[C@@H](NCC1)C